[Cl-].C(C)[N+]1=CC=C(C=C1)CCC 1-Ethyl-4-propylpyridinium chlorid